C(C)(C)(C)OC(=O)NC1CCN(CC1)CCCCCC1=CC=C(C(=N1)C(=O)OC)O Methyl 6-(5-(4-((tert-butoxycarbonyl)amino)piperidin-1-yl)pentyl)-3-hydroxypicolinate